C(C)OC(=O)N1CCC1 azetidine-1-carboxylic acid ethyl ester